F\C(=C\C1=CC=CC=C1)\OC=1C=C(C=CC1)\C(\C)=N\OCC1=C(C=CC=C1)\C(\C(=O)NC)=N/OC (2E)-2-{2-[({[(1E)-1-(3-{[(E)-1-Fluoro-2-phenylethenyl]-oxy}phenyl)ethyliden]amino}oxy)methyl]phenyl}-2-(methoxyimino)-N-methylethanamid